(E)-2,2-difluoro-4-(3-fluorophenyl)but-3-enoic acid ethyl ester C(C)OC(C(\C=C\C1=CC(=CC=C1)F)(F)F)=O